citrulline mesylate S(C)(=O)(=O)O.N[C@@H](CCCNC(=O)N)C(=O)O